Cl.N[C@@H](C(=O)O)C(C)(C)S (S)-2-amino-3-mercapto-3-methylbutanoate hydrochloride